3-(4-chlorophenyl)-N-(5-methyl-1-(pyridin-4-yl)-1H-pyrazol-4-yl)propenamide, trifluoroacetic acid salt FC(C(=O)O)(F)F.ClC1=CC=C(C=C1)C=CC(=O)NC=1C=NN(C1C)C1=CC=NC=C1